tris[2-(isopropylamino)ethyl]amine C(C)(C)NCCN(CCNC(C)C)CCNC(C)C